6,7-Dichloro-1-(2-isopropyl-4-(methylthio)pyridin-3-yl)pyrido[2,3-d]pyrimidin-2,4(1H,3H)-dione ClC1=CC2=C(N(C(NC2=O)=O)C=2C(=NC=CC2SC)C(C)C)N=C1Cl